N1(CCCCC1)C=1C=C(CNC(C(=O)NC2=CNC3=C2C=NC=C3)=O)C=CC1 N1-(3-(piperidin-1-yl)benzyl)-N2-(1H-pyrrolo[3,2-c]pyridin-3-yl)oxalamide